4-(6-(methoxycarbonyl)-7-nitrobenzo[d][1,3]dioxolan-4-yl)-5,6-dihydropyridine-1(2H)-carboxylic acid tert-butyl ester C(C)(C)(C)OC(=O)N1CC=C(CC1)C1=CC(=C(C=2OCOC21)[N+](=O)[O-])C(=O)OC